(S)-tert-Butyl 4'-((5-((1-(4-nitrophenyl)ethyl)carbamoyl)-1H-indol-1-yl)methyl)-[1,1'-biphenyl]-3-carboxylate [N+](=O)([O-])C1=CC=C(C=C1)[C@H](C)NC(=O)C=1C=C2C=CN(C2=CC1)CC1=CC=C(C=C1)C1=CC(=CC=C1)C(=O)OC(C)(C)C